2-chloro-N-(5-chloro-6-(3-(trifluoromethyl)-5,6-dihydrocyclopenta[c]pyrazol-2(4H)-yl)pyridin-3-yl)-4-(3-ethynylpyridin-4-yl)-5-fluorobenzamide ClC1=C(C(=O)NC=2C=NC(=C(C2)Cl)N2N=C3C(=C2C(F)(F)F)CCC3)C=C(C(=C1)C1=C(C=NC=C1)C#C)F